2-(7-((2S,5R)-4-(1-(4,5-dimethylthiazol-2-yl)ethyl)-2,5-diethylpiperazin-1-yl)-4-methyl-5-oxo-4,5-dihydro-2H-pyrazolo[4,3-b]pyridin-2-yl)acetonitrile CC=1N=C(SC1C)C(C)N1C[C@@H](N(C[C@H]1CC)C=1C=2C(N(C(C1)=O)C)=CN(N2)CC#N)CC